ClC=1C(=CC2=CN(N=C2C1)C)N=C1NC(N(C(N1CC1=C(C=C(C(=C1)F)F)F)=O)CC1=NN(C=N1)C)=O ((6-chloro-2-methyl-2H-indazol-5-yl)imino)-3-((1-methyl-1H-1,2,4-triazol-3-yl)methyl)-1-(2,4,5-trifluorobenzyl)-1,3,5-triazine-2,4-dione